BrCC1=CC=C2C=C(C(NC2=C1C)=O)CC 7-(bromomethyl)-3-ethyl-8-methylquinolin-2(1H)-one